3-((2-((2-(1H-pyrazol-3-yl)benzo[d]thiazol-6-yl)amino)-6-methylquinazolin-4-yl)amino)propan-1-ol N1N=C(C=C1)C=1SC2=C(N1)C=CC(=C2)NC2=NC1=CC=C(C=C1C(=N2)NCCCO)C